C1(=CC=CC=C1)C(=CC#N)C1=CC=CC=C1 3,3-diphenyl-Acrylonitrile